tert-butyl (E)-3-(5-hydroxy-1H-indol-2-yl)acrylate OC=1C=C2C=C(NC2=CC1)/C=C/C(=O)OC(C)(C)C